3-[3-Methyl-2-oxo-5-(3-piperazin-1-ylprop-1-ynyl)benzimidazol-1-yl]piperidine-2,6-dione CN1C(N(C2=C1C=C(C=C2)C#CCN2CCNCC2)C2C(NC(CC2)=O)=O)=O